O[C@H]1CN(CCC1)C=1OC2=C(N1)C=C(C=C2)NC(=O)C=2C=CC1=C(CCO1)C2 (R)-N-(2-(3-hydroxypiperidin-1-yl)benzo[d]oxazol-5-yl)-2,3-dihydrobenzofuran-5-carboxamide